dihydro-2,5-furandione O1C(CCC1=O)=O